ClC1=C(CN2[C@@H](C[C@@](CC2)(C(=O)O)CC2=NC(=CC=C2F)NC2=NNC(=C2)C)C)C(=CC=C1)F (2R,4R)-1-(2-chloro-6-fluorobenzyl)-4-((3-fluoro-6-((5-methyl-1H-pyrazol-3-yl)amino)pyridin-2-yl)methyl)-2-methylpiperidine-4-carboxylic acid